OC1C2=C(N(C(C(C1)NC(OC(C)(C)C)=O)=O)C)C=CC=C2 tert-butyl (5-hydroxy-1-methyl-2-oxo-2,3,4,5-tetrahydro-1H-benzo[b]azepin-3-yl)carbamate